C(C)N1N=C2N=C(C=NC2=C1)N[C@@H](C)C=1C=C(C=CC1)NC(=O)C=1C=C2CCNCC2=CC1 (S)-N-(3-(1-((2-ethyl-2H-pyrazolo[3,4-b]pyrazin-6-yl)amino)ethyl)phenyl)-1,2,3,4-tetrahydroisoquinoline-6-carboxamide